C([C@@H](C(=O)O)N)SSC[C@@H](C(=O)O)N endo-cystine